[N+](=O)([O-])C=1C=C(C=CC1)/C=C/C(=O)OC (E)-Methyl 3-(3-nitrophenyl)acrylate